CC1=CC(OCC1)=O 4-methyl-5,6-dihydro-2H-pyran-2-one